1,10-diaminododecane NCCCCCCCCCC(CC)N